Br.N1CCC(CC1)C1=CC=C(C=C1)O 4-(4-piperidinyl)phenol HBr salt